2-(3-bromo-4-fluorophenyl)acetic acid BrC=1C=C(C=CC1F)CC(=O)O